CN1C(C(=CC2=NC=CC=C12)C#N)=O 1-methyl-2-oxo-1,2-dihydro-1,5-naphthyridin-3-carbonitril